17-Amino-12,12-dimethyl-6,15-bis(trifluoromethyl)-19-oxa-3,4,13,18-tetrazatricyclo[12.3.1.12,5]nonadeca-1(18),2,4,14,16-pentaene-6,7-diol NC1=CC(=C2NC(CCCCC(C(C3=NN=C(C1=N2)O3)(O)C(F)(F)F)O)(C)C)C(F)(F)F